BrC1=CC2=C(C=3N(CCO2)C=C(N3)I)C=C1 9-Bromo-2-iodo-5,6-dihydrobenzo[f]imidazo[1,2-d][1,4]oxaazepine